sodium arachidyl sulfate S(=O)(=O)(OCCCCCCCCCCCCCCCCCCCC)[O-].[Na+]